FC(C1(CC1)NCC12CC(C1)(C2)C2CN(C2)C(=O)N2CC1(C2)CC(C1)N1N=C(N=C1)C(F)(F)F)(F)F [3-[3-[[[1-(trifluoromethyl)cyclopropyl]amino]methyl]-1-bicyclo[1.1.1]pentanyl]azetidin-1-yl]-[6-[3-(trifluoromethyl)-1,2,4-triazol-1-yl]-2-azaspiro[3.3]heptan-2-yl]methanone